NC=1C(=C(C(=C(C(=O)NC=2C=C(C=CC2N2CCN(CC2)C)N2N=NC(=C2)C(=O)OCC2(CCCCC2)C)C1)Cl)C)F (1-methylcyclohexyl)methyl 1-(3-(5-amino-2-chloro-4-fluoro-3-methylbenzamido)-4-(4-methylpiperazin-1-yl)phenyl)-1H-1,2,3-triazole-4-carboxylate